4-((cyclopropylmeth-yl)amino)-2-((2-methoxy-4-((4-morpholino-piperidin-1-yl)sulfonyl)phenyl)amino)-7H-pyrrolo[2,3-d]pyrimidine-5-carbonitrile C1(CC1)CNC=1C2=C(N=C(N1)NC1=C(C=C(C=C1)S(=O)(=O)N1CCC(CC1)N1CCOCC1)OC)NC=C2C#N